C(C)OC1=C(C=C(C=N1)C1=NC(=C(C(=C1)N(C)CC1(CCC1)COC)N)N)C(F)(F)F 6'-ethoxy-N4-{[1-(methoxymethyl)cyclobutyl]methyl}-N4-methyl-5'-(trifluoromethyl)[2,3'-bipyridine]-4,5,6-triamine